[Si](C)(C)(C(C)(C)C)O[C@@H]1[C@@H](O[C@@H]([C@@H](C1)O[Si](C)(C)C(C)(C)C)CO[Si](C)(C)C(C)(C)C)[C@H](CC=O)C (S)-3-((2S,3S,5R,6R)-3,5-bis((tert-butyldimethylsilyl)oxy)-6-(((tertbutyldimethylsilyl)oxy)methyl)tetrahydro-2H-pyran-2-yl)butanal